CC(C(C=O)N1CCC(CC1)C(=O)NC)C 3-methyl-1-oxobutan-2-yl-N-methylpiperidine-4-carboxamide